N-[4-(p-methoxybenzenesulfonyloxy)phenyl]urea COC1=CC=C(C=C1)S(=O)(=O)OC1=CC=C(C=C1)NC(=O)N